BrC1=C(C=C(C=C1F)O)F 4-bromo-3,5-difluoro-phenol